3-(1-(7-(5-chloro-1H-pyrazol-4-yl)-4-oxoquinazolin-3(4H)-yl)ethyl)-N-methylbenzamide ClC1=C(C=NN1)C1=CC=C2C(N(C=NC2=C1)C(C)C=1C=C(C(=O)NC)C=CC1)=O